[N+](=O)([O-])C1=CC=C(C=C1)SP1(O[C@@H]([C@@H](S1)C1=CC=CC=C1)C1=CC=CC=C1)=S (4S,5R)-2-((4-nitrophenyl)thio)-4,5-diphenyl-1,3,2-oxathiaphospholane 2-sulfide